1-[4-[(tertbutyldimethylsilyl)oxy]phenyl]ethyl methanesulfonate CS(=O)(=O)OC(C)C1=CC=C(C=C1)O[Si](C)(C)C(C)(C)C